perfluorohexane iodide [I-].FC(C(C(C(C(C(F)(F)F)(F)F)(F)F)(F)F)(F)F)(F)F